FC(N1C=C(C=2C1=NC=C(C2)NC(C=C)=O)C#CC2=C(C=C(C=C2)C(F)(F)F)F)F N-(1-(Difluoromethyl)-3-((2-fluoro-4-(trifluoromethyl)phenyl)ethynyl)-1H-pyrrolo[2,3-b]pyridin-5-yl)acrylamide